O[C@@H](CC(=O)O)C (3R)-3-hydroxybutanoic acid